2-(3-(5-chloronicotinamido)propanamido)benzo[d]thiazole-6-carboxylic acid ClC=1C=NC=C(C(=O)NCCC(=O)NC=2SC3=C(N2)C=CC(=C3)C(=O)O)C1